N1=CSC2=C1CCCCN2 thiazolohomopiperidine